FC1=C(C=CC=C1)[C@@H]1CCC2=NN(C(N21)=O)C2CC(C2)C2=NC=CC=C2 (S)-5-(2-fluorophenyl)-2-((1R,3S)-3-(pyridin-2-yl)cyclobutyl)-2,5,6,7-tetrahydro-3H-pyrrolo[2,1-c][1,2,4]triazol-3-one